N1(C2=C(C=C1)[C@@H](N(C2)C(=O)OCC2=CC=CC=C2)C(=O)OCC2=CC=CC=C2)C(=O)OC(C)(C)C 4,5-Dibenzyl 1-(tert-butyl) (R)-4,6-dihydropyrrolo[3,4-b]pyrrole-1,4,5-tricarboxylate